O(C)CCOC=1C=C(C=O)C=CC1OCCOC 3,4-bis(2-methoxylethoxy)benzaldehyde